C(C)(C)(C)OC(=O)N1CCC(CC1)(CO)N1N=CC(=C1)Br 4-(4-bromopyrazol-1-yl)-4-(hydroxymethyl)piperidine-1-carboxylic acid tert-butyl ester